FC1(C2CC(CC(C1)N2)OC2=CC=C(N=N2)C=2C=C(C(=C1C=NNC21)C=2C=NNC2)F)F 7-[6-({6,6-difluoro-8-azabicyclo[3.2.1]octan-3-yl}oxy)pyridazin-3-yl]-5-fluoro-4-(1H-pyrazol-4-yl)-1H-indazole